[8-(1-octylnonoxy)-8-oxo-octyl] (2S,4R)-4-amino-1-(6-oxo-6-undecoxy-hexyl)pyrrolidine-2-carboxylate N[C@@H]1C[C@H](N(C1)CCCCCC(OCCCCCCCCCCC)=O)C(=O)OCCCCCCCC(=O)OC(CCCCCCCC)CCCCCCCC